N1C(=NC=C1)C1=CC=C(C=C1)C1=C2C(=NO1)C=CC(=C2)/C=C/C(=O)NO (E)-3-(3-(4-(1H-imidazol-2-yl)phenyl)benzo[c]isoxazol-5-yl)-N-hydroxyacrylamide